C1(=CC=CC=C1)N1C(=NN=C1C=1SC=CC1)SC(C(=O)NC1=C(C2=C(S1)CCC2)C(=O)N)C 2-(2-{[4-phenyl-5-(thiophen-2-yl)-4H-1,2,4-triazol-3-yl]sulfanyl}propanamido)-4H,5H,6H-cyclopenta[b]thiophene-3-carboxamide